2-(4-(bromomethyl)phenyl)-1-cyclopropyl-4-(trifluoromethyl)-1H-imidazole BrCC1=CC=C(C=C1)C=1N(C=C(N1)C(F)(F)F)C1CC1